O=C1NC(CCC1N1CC2=CC=C(C=C2C1=O)CNC(O[C@H]1C[C@H](CCC1)C1=C(C=CC=C1)C(F)(F)F)=O)=O (1R,3S)-3-(2-(trifluoromethyl)phenyl)cyclohexyl ((2-(2,6-dioxopiperidin-3-yl)-3-oxoisoindolin-5-yl)methyl)carbamate